1-INDANONE C1(CCC2=CC=CC=C12)=O